C(#N)[C@H](CC1=CC=C(C=C1)C1=CC=C(C=C1)C#N)NC(=O)C1CNC1 N-[(1S)-1-cyano-2-{4'-cyano-[1,1'-biphenyl]-4-yl}ethyl]azetidine-3-carboxamide